[N+](=O)([O-])C1=CC=C(C=C1)S(=O)(=O)NCCOCCOCCOCCOCCC(=O)OC(C)(C)C tert-butyl 1-((4-nitrophenyl)sulfonamido)-3,6,9,12-tetraoxapentadecan-15-oate